C(CCCCCCCCCCC)SC(C(=O)O)CCC (dodecyl-sulfanyl)pentanoic acid